butyl (3R)-4-[6-(methoxycarbonyl)pyridin-3-yl]-3-methylpiperazine-1-carboxylate COC(=O)C1=CC=C(C=N1)N1[C@@H](CN(CC1)C(=O)OCCCC)C